dichloro-4,8-dipiperidino-pyrimido[5,4-d]pyrimidine ClC=1N=C(C=2N=C(N=C(C2N1)N1CCCCC1)Cl)N1CCCCC1